n-octadecyl-n-octylphenol C(CCCCCCCCCCCCCCCCC)C=1C(=C(C=CC1)O)CCCCCCCC